C1(CC1)C1=CC2=C(N=C(N=C2)NC2=CC=C(C=C2)N2CCS(CC2)(=O)=NC(OCC2=CC=CC=C2)=O)N1C1=NC(=CC=C1)C(C)(C)O benzyl (4-(4-((6-cyclopropyl-7-(6-(2-hydroxypropan-2-yl) pyridin-2-yl)-7H-pyrrolo[2,3-d]pyrimidin-2-yl)amino)phenyl)-1-oxido-1λ6-thiomorpholin-1-ylidene)carbamate